NC=1C=C(C=C(C1)N)C(C)(C)C 3,5-diaminotert-butylbenzene